8-(ethyldithio)-6-(phenyldithio)octanoic acid C(C)SSCCC(CCCCC(=O)O)SSC1=CC=CC=C1